C(C1=CC=CC=C1)OCCN[C@H](C)C1=CC(=C(C(=C1)OC)Br)OC (1R)-N-[2-(benzyloxy)ethyl]-1-(4-bromo-3,5-dimethoxyphenyl)ethan-1-amine